COCC1NC(C=2N(C1)C=CC2)=O 3-(methoxymethyl)-3,4-dihydropyrrolo[1,2-a]pyrazin-1(2H)-one